N1(CCCCC1)CCOC1=CC=C(C=C1)C=1C=NC=2N(C1)N=CC2C2=CC=NC=C2 6-(4-(2-(piperidin-1-yl)ethoxy)phenyl)-3-(pyridin-4-yl)pyrazolo[1,5-a]pyrimidine